2-(chloromethyl)-5-isopropyl-1,3,4-oxadiazole ClCC=1OC(=NN1)C(C)C